COC1=CC=C(\C=C\2/OC3=C(C2=O)C=CC(=C3)OCC(=O)N[C@H](CC3=CNC2=CC=CC=C32)C(=O)O)C=C1 (Z)-(2-((2-(4-methoxybenzylidene)-3-oxo-2,3-dihydrobenzofuran-6-yl)oxy)acetyl)-D-tryptophan